N-[3-cyano-4-(5,5-dimethyl-1,3,2-dioxaborolan-2-yl)-7-fluoro-benzothien-2-yl]Carbamic acid tert-butyl ester C(C)(C)(C)OC(NC=1SC2=C(C1C#N)C(=CC=C2F)B2OC(CO2)(C)C)=O